O=C1N(N=CC(N1)=O)[C@H]1[C@@H]([C@@H]([C@H](O1)COP(=O)(OC1=CC=CC=C1)N[C@@H](C)C(=O)OCC1=CC=CC=C1)O)O Benzyl ((((2R,3S,4R,5R)-5-(3,5-dioxo-4,5-dihydro-1,2,4-triazin-2(3H)-yl)-3,4-dihydroxytetrahydrofuran-2-yl)methoxy)-(phenoxy)phosphoryl)-L-alaninate